CN1CCN(CC1)C1=NSC(=N1)N 3-(4-methylpiperazin-1-yl)-1,2,4-thiadiazol-5-amine